3,4-dihydro-2H-pyridine-1-carboxylic acid tert-butyl ester C(C)(C)(C)OC(=O)N1CCCC=C1